CC1=CC(=NN1)NC=1C2=C(N=C(N1)C1=CCC(CC1)C(=O)N)C=CS2 4-(4-((5-methyl-1H-pyrazol-3-yl)amino)thieno[3,2-d]pyrimidin-2-yl)cyclohex-3-enecarboxamide